(S)-N-(3-(3-bromophenyl)-1-(methylamino)-1-oxopropan-2-yl)-3-(3-fluorophenyl)-1H-pyrazole BrC=1C=C(C=CC1)C[C@@H](C(=O)NC)N1N=C(C=C1)C1=CC(=CC=C1)F